ClC=1C(=NC(=NC1)NN1CCOCC1)C1=CC=C2CN(C(C2=C1)=O)[C@@H](C(=O)N[C@H](CO)C1=CC(=CC(=C1)OC)F)C (2R)-2-(6-{5-Chloro-2-[(morpholin-4-yl)amino]pyrimidin-4-yl}-1-oxo-2,3-dihydro-1H-isoindol-2-yl)-N-[(1S)-1-(3-fluoro-5-methoxyphenyl)-2-hydroxyethyl]propanamid